C1(=CC=CC=C1)CCS(=O)(=O)N(C)C 2-phenyl-N,N-dimethylaminosulfonyl-ethane